5-Amino-1-(1-hydroxy-2-methylpropan-2-yl)-3-[4-[([3-[4-(trifluoromethyl)bicyclo[2.2.1]heptan-1-yl]-1,2-oxazol-5-yl]carbamoyl)methyl]phenyl]pyrazole-4-carboxamide NC1=C(C(=NN1C(CO)(C)C)C1=CC=C(C=C1)CC(NC1=CC(=NO1)C12CCC(CC1)(C2)C(F)(F)F)=O)C(=O)N